9b-amino-4b-hydroxy-7-isopropyl-4bH-indeno[1,2-b]benzofuran-10(9bH)-one NC12C(OC3=C1C=CC(=C3)C(C)C)(C3=CC=CC=C3C2=O)O